(R)-3-(2-acetyl-6-chloro-1,2,3,4-tetrahydroisoquinolin-8-yl)morpholine-4-carboxylic acid tert-butyl Ester C(C)(C)(C)OC(=O)N1[C@@H](COCC1)C=1C=C(C=C2CCN(CC12)C(C)=O)Cl